N2,N2-dimethyl-1,3,4-thiadiazole-2,5-diamine CN(C=1SC(=NN1)N)C